4-chloro-6-fluoroisoindoline ClC1=C2CNCC2=CC(=C1)F